BrC1=C2C=NN(C2=CC2=C1[C@@H](CCC2)CC)C2OCCCC2 (5R)-4-bromo-5-ethyl-1-(tetrahydro-2H-pyran-2-yl)-5,6,7,8-tetrahydro-1H-benzo[f]indazole